(R,E)-4-(dimethylamino)-N-(4-(3-((4-(2-phenylpyrazolo[1,5-a]pyridin-3-yl)pyrimidin-2-yl)amino)pyrrolidine-1-carbonyl)phenyl)but-2-enamide CN(C/C=C/C(=O)NC1=CC=C(C=C1)C(=O)N1C[C@@H](CC1)NC1=NC=CC(=N1)C=1C(=NN2C1C=CC=C2)C2=CC=CC=C2)C